4-[(4-methoxyphenyl)methylamino]-3,3-dimethyl-cyclohexanol COC1=CC=C(C=C1)CNC1C(CC(CC1)O)(C)C